4-[3-(pyrimidin-2-yloxy)pyridin-2-yl]thiophene-2-carboxylic acid N1=C(N=CC=C1)OC=1C(=NC=CC1)C=1C=C(SC1)C(=O)O